(+-)-cis-2-methylcyclopropanecarboxylic acid C[C@@H]1[C@@H](C1)C(=O)O |r|